COC(CC1CC(C(C2=CC=C(C=C12)OC(C)(C)C)=O)(F)F)=O (7-(tert-butoxy)-3,3-difluoro-4-oxo-1,2,3,4-tetrahydronaphthalen-1-yl)acetic acid methyl ester